CC1=C(C=C(C=C1)C1=C(NC2=NC=CC=C21)C2=CC(=CC=C2)CN2CCOCC2)NC(C=C)=O N-(2-methyl-5-(2-(3-(morpholinomethyl)phenyl)-1H-pyrrolo[2,3-b]pyridin-3-yl)phenyl)acrylamide